OC1=CC(=CC=2OC3=CC=C(C=C3C(C12)=O)OC)O 1,3-dihydroxy-7-methoxy-9H-xanthen-9-one